FC=1C=C2C=CC=[N+](C2=CC1C)[O-] 6-fluoro-7-methylquinolin-1-ium-1-olate